1,3,5-Tris(4-t-butyl-5-ethyl-3-hydroxy-2,6-dimethylbenzyl)-1,3,5-triazine-2,4,6(1H,3H,5H)-trione C(C)(C)(C)C1=C(C(=C(CN2C(N(C(N(C2=O)CC2=C(C(=C(C(=C2C)CC)C(C)(C)C)O)C)=O)CC2=C(C(=C(C(=C2C)CC)C(C)(C)C)O)C)=O)C(=C1CC)C)C)O